3-PHENYLPENTANE C1(=CC=CC=C1)C(CC)CC